((4-(2-chloropyridin-4-yl)-5-(hydroxymethyl)thiazol-2-yl)amino)benzenesulfonamide 3-[[(2S)-oxetan-2-yl]methyl]benzimidazole-5-carboxylate O1[C@@H](CC1)CN1C=NC2=C1C=C(C=C2)C(=O)O.ClC2=NC=CC(=C2)C=2N=C(SC2CO)NC2=C(C=CC=C2)S(=O)(=O)N